ClC1=C(C=CC(=C1)C)N(C=1C=C(C(=O)N2CC3CCC(C2)N3CC3=NC2=C(N3C[C@H]3OCC3)C=C(C=C2)C(=O)O)C=CC1)C 2-[(3-{3-[(2-chloro-4-methylphenyl)(methyl)amino]benzoyl}-3,8-diazabicyclo[3.2.1]octan-8-yl)methyl]-1-{[(2S)-oxetan-2-yl]methyl}-1H-1,3-benzodiazole-6-carboxylic acid